S1C(=NN=C1)OC1CN(C1)C=1N=C(C2=C(N1)C(N(C(=N2)C(F)(F)F)C)=O)C2=C(C=C(C#N)C=C2)F 4-(2-(3-((1,3,4-thiadiazol-2-yl)oxy)azetidin-1-yl)-7-methyl-8-oxo-6-(trifluoromethyl)-7,8-dihydropyrimido[5,4-d]pyrimidin-4-yl)-3-fluorobenzonitrile